4-[4-[4-[(1R)-1-(5-Fluoro-2-pyridyl)ethoxy]-3-(hydroxymethyl)pyrazolo[1,5-a]pyridin-6-yl]-5-methyl-triazol-1-yl]piperidine-1-carbonitrile FC=1C=CC(=NC1)[C@@H](C)OC=1C=2N(C=C(C1)C=1N=NN(C1C)C1CCN(CC1)C#N)N=CC2CO